FC1=C(C=CC=2N(C(=NC21)C2=CC=C(C=C2)S(=O)(=O)C)C)C2CCN(CC2)C2CC1CCC(C2)N1C(C)C 4-fluoro-5-(1-(8-isopropyl-8-azabicyclo[3.2.1]octan-3-yl)piperidin-4-yl)-1-methyl-2-(4-(methylsulfonyl)phenyl)-1H-benzo[d]imidazole